N-methyl-N-(prop-2-yn-1-ylsulfonyl)-4-(5-(trifluoromethyl)-1,2,4-oxadiazol-3-yl)benzamide CN(C(C1=CC=C(C=C1)C1=NOC(=N1)C(F)(F)F)=O)S(=O)(=O)CC#C